ClC1=CC=CC2=C1NC(=N2)C(=O)N2[C@H](C1=CC=CC=C1C[C@@H]2C)C trans-(7-chloro-1H-benzo[d]imidazol-2-yl)(1,3-dimethyl-3,4-dihydroisoquinolin-2(1H)-yl)methanone